C(C1=CC=CC=C1)OC(C1=CC=CC=C1)=O Benzylbenzoat